benzyl (R)-6-(2-(((benzyloxy)carbonyl)amino)-3-phenylpropoxy)benzo[d][1,3]dioxole-5-carboxylate C(C1=CC=CC=C1)OC(=O)N[C@@H](COC=1C(=CC2=C(OCO2)C1)C(=O)OCC1=CC=CC=C1)CC1=CC=CC=C1